2-((dodecylcarbamoyl)oxy)ethyl acrylate C(C=C)(=O)OCCOC(NCCCCCCCCCCCC)=O